FC1=C(C=C(C=C1)F)[C@H](CC)NS(=O)(=O)C1=CC=C(C=C1)OC(F)(F)F (S)-N-(1-(2,5-difluorophenyl)propyl)-4-(trifluoromethoxy)benzenesulfonamide